N-(2-chloro-6,7-dihydro-5H-cyclopenta[d]pyrimidin-4-yl)-N-methylglycine ClC=1N=C(C2=C(N1)CCC2)N(CC(=O)O)C